C(#C)C1=CC=C(C=C1)CNC 1-(4-ethynylphenyl)-N-methylmethylamine